4-(2-chlorophenyl)-5-cyclopropyl-1-[(3-fluoro-4-nitro-phenyl)methyl]imidazole ClC1=C(C=CC=C1)C=1N=CN(C1C1CC1)CC1=CC(=C(C=C1)[N+](=O)[O-])F